(R)-(1-(2,2-difluoro-3-oxo-3-((3-(trifluoromethoxy)benzyl)amino)propionamido)-2-(p-tolyl)ethyl)boric acid FC(C(=O)N[C@@H](CC1=CC=C(C=C1)C)OB(O)O)(C(NCC1=CC(=CC=C1)OC(F)(F)F)=O)F